CC1=CC=CC(=N1)C1=NC=CC(=N1)NC1=NC(=NC=C1)NC=1C=C(SC1)C(=O)N[C@H]1CNCC1 4-[[4-[[2-(6-methyl-2-pyridyl)pyrimidin-4-yl]amino]pyrimidin-2-yl]amino]-N-[(3R)-pyrrolidin-3-yl]thiophene-2-carboxamide